NC=1SC(=C(N1)C=1C=C(C#N)C=CC1)C1=CC2=C(N=CN2C)C=C1 3-[2-amino-5-(3-methylbenzimidazol-5-yl)thiazol-4-yl]benzonitrile